C(C)NC1=C(C=CC(=C1)C=1NC(C2=C(N1)NN=N2)=O)C2=CC=C(C=C2)C(=O)O 2'-(ethylamino)-4'-(7-oxo-6,7-dihydro-3H-[1,2,3]triazolo[4,5-d]pyrimidin-5-yl)-[1,1'-biphenyl]-4-carboxylic acid